C(CCCCC)N(C1CCNCC1)CCCCCC N,N-dihexylpiperidin-4-amine